The molecule is an acetate ester resulting from the formal condensation of the primary hydroxy group of fludrocortisone with acetic acid. A synthetic corticosteroid, it has glucocorticoid actions about 10 times as potent as hydrocortisone, while its mineralocorticoid actions are over 100 times as potent. It is used in partial replacement therapy for primary and secondary adrenocortical insufficiency in Addison's disease and for the treatment of salt-losing adrenal hyperplasia. It is an 11beta-hydroxy steroid, a 3-oxo-Delta(4) steroid, a 17alpha-hydroxy steroid, an acetate ester, a mineralocorticoid, a 20-oxo steroid, a fluorinated steroid and a tertiary alpha-hydroxy ketone. It derives from a fludrocortisone. CC(=O)OCC(=O)[C@]1(CC[C@@H]2[C@@]1(C[C@@H]([C@]3([C@H]2CCC4=CC(=O)CC[C@@]43C)F)O)C)O